ClC1=CC(=C(C=C1)C1OC2=C(C=CC=C2C(=C1)C)C1CCN(CC1)CC1=NC2=C(N1C[C@@H](O)CC)C=C(C=C2)C(=O)O)F 2-((4-(2-(4-chloro-2-fluorophenyl)-4-methyl-2H-chromene-8-yl)piperidin-1-yl)methyl)-1-(((S)-oxabutane-2-yl)methyl)-1H-benzo[d]imidazole-6-carboxylic acid